C(C)(C)(C)C1=NC(=NO1)C(=O)NCC1=C(C=C(C=C1)C1=NC=NN2C1=CC(=C2)C(=O)N2CCN(CC2)C)C 5-(tert-butyl)-N-(2-methyl-4-(6-(4-methylpiperazine-1-carbonyl)pyrrolo[2,1-f][1,2,4]triazin-4-yl)benzyl)-1,2,4-oxadiazole-3-carboxamide